3-benzyl-6-((6-methoxypyridin-3-yl)methyl)-3,6-diazabicyclo[3.1.1]heptane C(C1=CC=CC=C1)N1CC2N(C(C1)C2)CC=2C=NC(=CC2)OC